3-(5-(methyl((1R,2R)-2-(piperidin-1-yl)cyclopentyl)amino)-1-oxoisoindolin-2-yl)piperidine-2,6-dione CN(C=1C=C2CN(C(C2=CC1)=O)C1C(NC(CC1)=O)=O)[C@H]1[C@@H](CCC1)N1CCCCC1